O=C1N(CC2=C(C=CC=C12)SCC=1N=C(SC1)COC1C2(CCC(C1)C2(C)C)C)C2C(NC(CC2)=O)=O 3-(1-oxo-4-(((2-(((1,7,7-trimethylbicyclo[2.2.1]heptan-2-yl)oxy)methyl)thiazol-4-yl)methyl)thio)isoindolin-2-yl)piperidine-2,6-dione